ClCC1=CC=C(C(=O)N2CCCCC2)C=C1 1-[4-(chloromethyl)benzoyl]piperidine